Cl[Si]([2H])(Cl)Cl trichlorosilane-d